[Si](C)(C)(C(C)(C)C)O[C@H](CC(=O)N(C)OC)C1=CC(=C(C=C1)F)F (3R)-3-[tert-butyl(dimethyl)silyl]oxy-3-(3,4-difluorophenyl)-N-methoxy-N-methyl-propanamide